OCCC=1C(=C(C=CC1)S(=O)(=O)N)CCO di-(2-hydroxyethyl)benzenesulfonamide